6-(2-hydroxyprop-2-yl)pyridine-2-carboxylic acid OC(C)(C)C1=CC=CC(=N1)C(=O)O